C1(NC(C=2CCC3=C(C12)C=CC=C3)=O)=O 4,5-dihydro-1H-benzo[e]isoindole-1,3(2H)-dione